[N+](=O)([O-])C1=CC=C(CN2C(COCC2)=O)C=C1 4-(4-nitrobenzyl)-3-morpholinone